C1(CC1)S(=O)(=O)NC1=NC=CC(=N1)C(C(=O)NC1=C(C=C(C=C1)C1=NC=CN=C1)F)CC 2-(2-(cyclopropanesulfonylamino)pyrimidin-4-yl)-N-(2-fluoro-4-(pyrazin-2-yl)phenyl)butanamide